allyl (S)-5-fluoro-3-((R)-5-isopropyl-3-(isoquinolin-1-yl)-4,5-dihydroisoxazole-5-carboxamido)-4-oxopentanoate FCC([C@H](CC(=O)OCC=C)NC(=O)[C@@]1(CC(=NO1)C1=NC=CC2=CC=CC=C12)C(C)C)=O